Ethyl (E)-4-{[3-(8-chloro-1-methyl-4,5-dihydropyrazolo-[3,4-b][1]-benzazepin-10(1H)-yl)propyl]amino}but-2-enoate ClC1=CC2=C(CCC3=C(N2CCCNC/C=C/C(=O)OCC)N(N=C3)C)C=C1